C(#N)C=1C=C(C(=NC1)OC)S(=O)(=O)NC1=C(C(=C(C=C1)F)C1CCC=2N(C1)C=NC2C=2N(C=CN2)COCC[Si](C)(C)C)F 5-cyano-N-[2,4-difluoro-3-[1-(1-[[2-(trimethylsilyl)ethoxy]methyl]imidazol-2-yl)-5H,6H,7H,8H-imidazo[1,5-a]pyridin-6-yl]phenyl]-2-methoxypyridine-3-sulfonamide